7-fluoro-2-[(2R,4S)-2-hydroxy-4-[[6-oxo-5-(trifluoromethyl)-1H-pyridazin-4-yl]amino]pentyl]-6-[5-(trifluoromethyl)pyrimidin-2-yl]isoquinolin-1-one FC1=C(C=C2C=CN(C(C2=C1)=O)C[C@@H](C[C@H](C)NC=1C=NNC(C1C(F)(F)F)=O)O)C1=NC=C(C=N1)C(F)(F)F